5-chloro-4',4'-difluoro-2-[({[(3S)-oxolan-3-yl]methyl}amino)methyl]-7,8-dihydro-6H-spiro[[1,3]oxazolo[5,4-f]quinazoline-9,1'-cyclohexan]-7-one ClC=1C=C2C(=C3C1NC(NC31CCC(CC1)(F)F)=O)OC(=N2)CNC[C@H]2COCC2